C(C1=CC=CC=C1)OC1=C(C=CC=C1)C=1N=C2N(C=C(C(=N2)N)I)C1 2-(2-benzyloxyphenyl)-6-iodo-imidazo[1,2-a]pyrimidin-7-amine